FC(C)(F)[C@@H]1C[C@@H](C=2N1N=C(N2)C(=O)OCC)F Ethyl Cis-5-(1,1-difluoroethyl)-7-fluoro-6,7-dihydro-5H-pyrrolo[1,2-b][1,2,4]triazole-2-carboxylate